CN1CCN(CC1)C=1C=C(C=CC1)NC1=NC=CC(=C1)NC=1C=CC=C2CCN(C12)C(C)=O 1-(7-((2-((3-(4-Methylpiperazin-1-yl)phenyl)amino)pyridin-4-yl)amino)indolin-1-yl)ethan-1-one